C1(=CC=CC=C1)C(NC(=O)C=1C(NC(=CC1)C(F)(F)F)=O)C1=C(C=CC=C1)C(F)(F)F N-(phenyl(2-(trifluoromethyl)phenyl)methyl)-2-oxo-6-(trifluoromethyl)-1,2-dihydropyridine-3-carboxamide